4,6-bis(biphenyl-4-yl)-2-{4'-(pyridin-3-yl)-biphenyl-4-yl}-benzoxazole C1(=CC=C(C=C1)C1=CC(=CC2=C1N=C(O2)C2=CC=C(C=C2)C2=CC=C(C=C2)C=2C=NC=CC2)C2=CC=C(C=C2)C2=CC=CC=C2)C2=CC=CC=C2